CC=1CS(=O)(=O)CC1 3-methyl-sulfolene